CO[Si](CCCSCN(C(=O)NCOC)COC)(OC)OC 1-(5-trimethoxysilyl-2-thiapentyl)-1,3-dimethoxymethyl-urea